O=C1OC2=CC(=CC=C2C(=C1)C1=C(C=CC=C1)C)N[C@@H](C(=O)N)COC(F)(F)F (R)-2-((2-oxo-4-(o-tolyl)-2H-chromen-7-yl)amino)-3-(trifluoromethoxy)propanamide